5-(4-chloro-2-fluorophenyl)-2,3-dimethyl-7-((2S)-2-(6-methyl-3-pyridinyl)-4-morpholinyl)pyrido[4,3-d]pyrimidin-4(3H)-one ClC1=CC(=C(C=C1)C1=NC(=CC=2N=C(N(C(C21)=O)C)C)N2C[C@@H](OCC2)C=2C=NC(=CC2)C)F